ClC=1C=C(C=CC1F)NC1=NC=NC2=CC(=C(C=C12)NC(C=C)=O)OCCCN1CCN(CC1)CCCCCCCNC1=C2C(N(C(C2=CC=C1)=O)C1C(NC(CC1)=O)=O)=O N-(4-((3-chloro-4-fluorophenyl)amino)-7-(3-(4-(7-((2-(2,6-dioxopiperidin-3-yl)-1,3-dioxoisoindolin-4-yl)amino)heptyl)piperazin-1-yl)propoxy)quinazolin-6-yl)acrylamide